7-fluoro-N-(4-(methylcarbamoyl)benzyl)-5-(4,4,5,5-tetramethyl-1,3,2-dioxaborolan-2-yl)-1H-indazole-3-carboxamide FC=1C=C(C=C2C(=NNC12)C(=O)NCC1=CC=C(C=C1)C(NC)=O)B1OC(C(O1)(C)C)(C)C